isopropyl bromopentanoate triphenylphosphine salt C1(=CC=CC=C1)P(C1=CC=CC=C1)C1=CC=CC=C1.BrC(C(=O)OC(C)C)CCC